CC=1C(=C2COCC2=CC1)C1CC(C(CC1)C(=O)OCC)=O ethyl 4-(5-methyl-1,3-dihydroisobenzofuran-4-yl)-2-oxocyclohexane-1-carboxylate